4-cyclopropyl-6-methylpyrimidin-5-amine C1(CC1)C1=NC=NC(=C1N)C